3-[5-(2-fluorophenyl)-1,2,4-oxadiazol-3-yl]benzamide FC1=C(C=CC=C1)C1=NC(=NO1)C=1C=C(C(=O)N)C=CC1